C(C1=CC=CC=C1)OC1=CC(=CC=C1)Br 1-benzyl-oxy-3-bromobenzene